2'-(5-Ethyl-1H-imidazol-2-yl)-5-methoxy-3,4'-bipyridin C(C)C1=CN=C(N1)C1=NC=CC(=C1)C=1C=NC=C(C1)OC